[N+](=O)([O-])C=1C(=C(C(=C(C1)C=1C2=CC=C(N2)C(=C2C=CC(C(=C3C=CC(=C(C=4C=CC1N4)C4=C(C(=C(C(=C4)[N+](=O)[O-])[N+](=O)[O-])[N+](=O)[O-])[N+](=O)[O-])N3)C3=C(C(=C(C(=C3)[N+](=O)[O-])[N+](=O)[O-])[N+](=O)[O-])[N+](=O)[O-])=N2)C2=C(C(=C(C(=C2)[N+](=O)[O-])[N+](=O)[O-])[N+](=O)[O-])[N+](=O)[O-])[N+](=O)[O-])[N+](=O)[O-])[N+](=O)[O-] 5,10,15,20-tetra(tetranitrophenyl)porphyrin